C(C)OC(CN1CCNCCNCCNCC1)=O (1,4,7,10-tetraazacyclododecane-1-yl)acetic acid ethyl ester